ethyl 5-(2-phenyl-butyrylamino)-[1,2,3]thiadiazole-4-carboxylate C1(=CC=CC=C1)C(C(=O)NC1=C(N=NS1)C(=O)OCC)CC